isopropyl-2-methyl-1,2,3,4-tetrahydroisoquinolin-7-amine C(C)(C)C1N(CCC2=CC=C(C=C12)N)C